2-dehydro-3,6-dideoxy-6-sulfo-D-gluconate S(=O)(=O)(O)C[C@H]([C@H](CC(C(=O)[O-])=O)O)O